FC=1C=C(O[C@H](C(=O)N2CCC3(CS(C3)(=O)=O)CC2)C)C=CC1F (S)-2-(3,4-Difluorophenoxy)-1-(2,2-dioxido-2-thia-7-azaspiro[3.5]nonan-7-yl)propan-1-one